FC=1C(=NC(=NC1)NC1=CC=C(C=C1)S(=O)(=O)N)N1CC(O[C@H](C1)C)(C)C 4-({5-fluoro-4-[(6S)-2,2,6-trimethylmorpholin-4-yl]pyrimidin-2-yl}amino)benzenesulfonamide